(l)-3-[2-(6-Ethyl-2-methylpyridin-3-oyl)-1,2,3,4-tetrahydroisoquinolin-5-yl]-3-(7-methoxy-1-methyl-1H-benzo[d][1,2,3]triazol-5-yl)propionic acid ethyl ester C(C)OC(CC(C1=CC2=C(N(N=N2)C)C(=C1)OC)C1=C2CCN(CC2=CC=C1)C(=O)C=1C(=NC(=CC1)CC)C)=O